C(C)(C)(C)OC(=O)NC=1N=C(N(C1)C)C(=O)NC=1C=C(N(C1)C)C(=O)OC methyl 4-(4-((tert-butoxycarbonyl)amino)-1-methyl-1H-imidazole-2-carboxamido)-1-methyl-1H-pyrrole-2-carboxylate